N1(CC=CC2=CC=CC=C12)NC(=O)C1(CC1)O quinolin-1-yl-1-hydroxycyclopropyl-carboxamide